(S)-2-acetamido-3-(4-sulfamoylphenyl)propanoic acid C(C)(=O)N[C@H](C(=O)O)CC1=CC=C(C=C1)S(N)(=O)=O